5-(tert-butyl) 2-ethyl 6,7-dihydrothiazolo[5,4-c]pyridine-2,5(4H)-dicarboxylate N1=C(SC=2CN(CCC21)C(=O)OC(C)(C)C)C(=O)OCC